C(C)(C)(C)OC(=O)N1CC2=C(CC1)OC(=N2)C=2C(=C(C=CC2)C2=C(C(=CC=C2)C=2OC1=C(N2)C=C(C=C1Cl)C=O)C)C (3'-(7-chloro-5-formylbenzo[d]oxazol-2-yl)-2,2'-dimethyl-[1,1'-biphenyl]-3-yl)-6,7-dihydro-oxazolo[4,5-c]pyridine-5(4H)-carboxylic acid tert-butyl ester